CC1C(OC=C1)=O methylketofuran